1,3,5-tris[cis-4-tert-butylcyclohexylcarbonylamino]benzene C(C)(C)(C)[C@H]1CC[C@H](CC1)C(=O)NC1=CC(=CC(=C1)NC(=O)[C@@H]1CC[C@@H](CC1)C(C)(C)C)NC(=O)[C@@H]1CC[C@@H](CC1)C(C)(C)C